N-tert-butyl-5-chloro-7-iodo-2,3-dihydro-1,4-benzodioxine-6-carboxamide C(C)(C)(C)NC(=O)C1=C(C2=C(OCCO2)C=C1I)Cl